ClC1(OC(OC1(F)F)(F)F)F 4-chloro-2,2,4,5,5-pentafluoro-1,3-dioxolane